16-(2-carboxy-4-carboxylatophenyl)-3-oxa-9λ5,23-diazaheptacyclo[17.7.1.15,9.02,17.04,15.023,27.013,28]octacosa-1,4,9(28),13,15,17,19(27)-heptaen-9-ylium C(=O)(O)C1=C(C=CC(=C1)C(=O)[O-])C1=C2C=C3CCC[N+]=4CCCC(=C2OC2=C5CCCN6CCCC(C=C12)=C56)C43